(S)-2-(3-fluoro-2-methoxy-5-(4-methyltetrahydro-2H-pyran-4-yl)phenyl)-2-((R)-3-(methyl(5-(5,6,7,8-tetrahydro-1,8-naphthyridin-2-yl)pentyl)amino)pyrrolidin-1-yl)acetic acid FC=1C(=C(C=C(C1)C1(CCOCC1)C)[C@@H](C(=O)O)N1C[C@@H](CC1)N(CCCCCC1=NC=2NCCCC2C=C1)C)OC